[K+].C1(=CC=CC=C1)C(C1=C([O-])C(=CC(=C1)C(C)(C)C)C(C1=CC=CC=C1)C1=CC=CC=C1)C1=CC=CC=C1 2,6-bis(diphenylmethyl)-4-tert-butylphenoxide potassium